BrC1=C(C=C(C=C1)S(=O)(=O)N1CCN(CC1)C[C@H](C)NC=1C2=C(N=CN1)C(=CS2)C)Cl N-[(2S)-1-[4-(4-bromo-3-chlorobenzenesulfonyl)piperazin-1-yl]propan-2-yl]-7-methylthieno[3,2-d]pyrimidin-4-amine